ethyl 2-(3-(((tert-butoxycarbonyl)amino)methyl)phenyl)-7-(pyrrolidin-1-ylmethyl)pyrrolo[2,1-f][1,2,4]triazine-4-carboxylate C(C)(C)(C)OC(=O)NCC=1C=C(C=CC1)C1=NN2C(C(=N1)C(=O)OCC)=CC=C2CN2CCCC2